C(CCC)C=1N(C(=C(N1)Cl)CO)CC1=CC=C(C=C1)C1=C(C=CC=C1)C1=NN=NN1 (2-Butyl-4-chloro-1-{[2'-(1H-tetrazol-5-yl)-4-biphenylyl]methyl}-1H-imidazol-5-yl)methanol